(8-((4-(ethylamino)-5-(trifluoromethyl)-7H-pyrrolo[2,3-d]pyrimidin-2-yl)amino)-2,3-dihydrobenzo[b][1,4]dioxin-5-yl)methanone C(C)NC=1C2=C(N=C(N1)NC1=CC=C(C3=C1OCCO3)C=O)NC=C2C(F)(F)F